tert-butyl (1S,5S)-3-oxo-2-azabicyclo[3.1.0]hexane-2-carboxylate O=C1N([C@H]2C[C@H]2C1)C(=O)OC(C)(C)C